(R)-N-((S)-1'-(6-((2-amino-3-chloropyridin-4-yl)thio)pyrido[2,3-b]Pyrazin-2-yl)-5-fluoro-1,3-dihydrospiro[indene-2,4'-piperidine]-1-yl)-2-methylpropane-2-sulfinamide NC1=NC=CC(=C1Cl)SC=1C=CC=2C(=NC=C(N2)N2CCC3(CC2)[C@@H](C2=CC=C(C=C2C3)F)N[S@](=O)C(C)(C)C)N1